1-phenyl-3-(2-fluorenyl)-5-(9-anthracenyl)pyrazoline C1(=CC=CC=C1)N1NC(=CC1C=1C2=CC=CC=C2C=C2C=CC=CC12)C1=CC=2CC3=CC=CC=C3C2C=C1